COCOC1=CC=C(C=C1)C=1N=NN(C1CO)C (4-(4-(methoxymethoxy)phenyl)-1-methyl-1H-1,2,3-triazol-5-yl)methanol